FC=1C=NC=2C=CC(N(C2C1CC=O)C)=O 2-(3-fluoro-5-methyl-6-oxo-5,6-dihydro-1,5-naphthyridin-4-yl)acetaldehyde